(R)-6-(4-tert-butyl-5-chloro-2-methyl-phenyl)-2-methyl-3-(methylsulfonimidoyl)-1H-pyridin-4-one C(C)(C)(C)C1=CC(=C(C=C1Cl)C1=CC(C(=C(N1)C)[S@@](=O)(=N)C)=O)C